2-((4-(5-amino-2-methylphenyl)-6-morpholinopyridin-2-yl)oxy)ethanol NC=1C=CC(=C(C1)C1=CC(=NC(=C1)N1CCOCC1)OCCO)C